O1C(OCCC1)CCCN1C=C(C2=CC=CC=C12)C 1-(3-(1,3-dioxan-2-yl)propyl)-3-methyl-1H-indole